COC(=O)C=1SC=C(C1OC)C#C[Si](C)(C)C 3-methoxy-4-[(trimethylsilyl)ethynyl]thiophene-2-carboxylic acid methyl ester